ClC=1C(=C2C(N(CN(C2=CC1C#N)C1=C(C=C(C=C1)F)C)C=1C(=NC(=CC1)OC)C)=O)F 6-chloro-5-fluoro-1-(4-fluoro-2-methylphenyl)-3-(6-methoxy-2-methylpyridin-3-yl)-4-oxo-1,2,3,4-tetrahydroquinazoline-7-carbonitrile